[I-].C(=O)C1=C(C(=[NH+]C=C1CO)C)O 4-formyl-3-hydroxy-5-(hydroxymethyl)-2-methylpyridin-1-ium iodide